5-chloro-3-fluoro-2-methoxy-4-((4-(4,4,5,5-tetramethyl-1,3-dioxaborolan-2-yl)-2,3-dihydro-1H-inden-1-yl)oxy)benzaldehyde ClC=1C(=C(C(=C(C=O)C1)OC)F)OC1CCC2=C(C=CC=C12)B1OC(C(O1)(C)C)(C)C